C1=C2CC3=C(C2=CC=C1)C=1C=CC=CC1C3 9,10-dihydroindeno[1,2-a]indene